C1(OC=CC2C1CCC2)C(=O)[O-] 1,4a,5,6,7,7a-hexahydrocyclopenta[c]pyranecarboxylate